O=C1N(CC2=C1N(C=1N(C2=O)N=C(C1)C1CCOCC1)CC(=O)O)C(C)C [5,8-dioxo-6-(propan-2-yl)-2-(tetrahydro-2H-pyran-4-yl)-5,6,7,8-tetrahydro-4H-pyrazolo[1,5-a]pyrrolo[3,4-d]pyrimidin-4-yl]acetic acid